hydroxytetrahydrofuran OC1OCCC1